O[C@@H]1C[C@@H](NC1)C (2S,4R)-4-hydroxy-2-methylpyrrolidin